COC1=NC=NC=C1 4-methoxy-pyrimidin